CC1=C(CN2C3=C(C(=C(CC2=O)C(=O)NC)O)C=CC=C3)C(=CC=C1)C 1-(2,6-dimethylbenzyl)-5-hydroxy-N-methyl-2-oxo-2,3-dihydro-1H-benzo[b]azepine-4-carboxamide